FC(C)(F)C=1C=C(C=CC1OCCN1CCNCC1)N1C(N(C(C1(C)C)=O)C=1C=C(C(=NC1)C#N)C(F)(F)F)=S 5-(3-(3-(1,1-difluoroethyl)-4-(2-(piperazin-1-yl)ethoxy)phenyl)-4,4-dimethyl-5-oxo-2-thioxoimidazolidin-1-yl)-3-(trifluoromethyl)pyridinecarbonitrile